3,4,5,6-tetrahydropyrimidine N1=CNCCC1